CC1(OB(OC1(C)C)C1=CC2=CN(N=C2C=C1)CCO)C 2-(5-(4,4,5,5-tetramethyl-1,3,2-dioxaborolan-2-yl)-2H-indazol-2-yl)ethan-1-ol